(10S)-N-(4-([1,2,4]triazolo[1,5-a]pyridin-7-yloxy)-5-chloro-2-fluorophenyl)-8,9,10,11-tetrahydro-7H-6,10-methanopyrimido[4',5':5,6]pyrido[3,2-b][1,4,7]oxadiazonin-4-amine N=1C=NN2C1C=C(C=C2)OC2=CC(=C(C=C2Cl)NC2=NC=NC1=CC=3OC[C@H]4NCCN(C3N=C12)C4)F